C(CCC(=O)O)(=O)O.C(CCC(=O)O)(=O)O.C(C)OC1=C(CCN2C[C@@H](CC2)CN)C=C(C=C1)C(F)(F)F (S)-(1-(2-ethoxy-5-(trifluoromethyl)phenethyl)pyrrolidin-3-yl)methanamine disuccinate